ClC1=CC=C(CN2N=C(N=C2)C(=O)N[C@H]2C(N(C=3N(CC2)N=C(C3)C3CC3)C)=O)C=C1 (R)-1-(4-chlorobenzyl)-N-(2-cyclopropyl-4-methyl-5-oxo-5,6,7,8-tetrahydro-4H-pyrazolo[1,5-a][1,3]diazepin-6-yl)-1H-1,2,4-triazole-3-carboxamide